Cl.O=C1N(CC2=CC(=CC=C12)CNC1CCNCC1)C1C(NC(CC1)=O)=O 3-(1-oxo-5-((piperidin-4-ylamino)methyl)isoindolin-2-yl)piperidine-2,6-dione hydrochloride